CCCCCCCCCCCCCCCCC(=O)OC[C@H](COP(=O)(O)OCCN)OC(=O)CCCCCCCCCCCCCCCC The molecule is 1,2-diacyl-sn-glycero-3-phosphoethanolamine in which the acyl groups at positions 1 and 2 are both specified as heptadecanoyl. It derives from a heptadecanoic acid. It is a tautomer of a 1,2-diheptadecanoyl-sn-glycero-3-phosphoethanolamine zwitterion.